4-ethyl-2,4-dihydro-3H-1,2,4-triazol-3-one C(C)N1C(NN=C1)=O